C(C1=CC=CC=C1)OC1=C(N2C(C3=C(C(=CC=C13)Cl)Br)=NC=N2)C(=O)OC methyl 6-(benzyloxy)-10-bromo-9-chloro-[1,2,4]triazolo[5,1-a]isoquinoline-5-carboxylate